ClC1=C(C=2N=C(N=C3C2C(=N1)OC[C@@H](N3CCC(F)F)C)S(=O)C)F (9S)-5-chloro-10-(3,3-difluoropropyl)-4-fluoro-9-methyl-2-(methylsulfinyl)-9,10-dihydro-8H-7-oxa-1,3,6,10-tetraazacyclohepta[de]naphthalene